N'-(4-methoxybenzylidene)-5-oxo-5-(thiophen-2-yl)pentanhydrazide COC1=CC=C(C=NNC(CCCC(C=2SC=CC2)=O)=O)C=C1